COC=1C=C2CC[C@@H]([C@@H](C2=CC1)C1=CC=C(C=C1)N1CCN(CC1)C1CCN(CC1)C(=O)OC(C)(C)C)C1=CC=CC=C1 tert-Butyl 4-(4-(4-((1R,2S)-6-methoxy-2-phenyl-1,2,3,4-tetrahydronaphthalen-1-yl)phenyl)piperazin-1-yl)piperidine-1-carboxylate